S(=S)(=O)(OC1=C(C=CC(=C1)N(CC)CC)N)[O-].[Na+] Sodium 2-amino-5-diethylaminophenyl thiosulfate